(R)-2-(3-chlorophenyl)-2,2-difluoro-1-(3-fluorophenyl)ethyl ((S)-1-oxo-1-(((S)-1-oxo-3-((S)-2-oxopyrrolidin-3-yl)propan-2-yl)amino)hexan-2-yl)carbamate O=C([C@H](CCCC)NC(O[C@@H](C(F)(F)C1=CC(=CC=C1)Cl)C1=CC(=CC=C1)F)=O)N[C@H](C=O)C[C@H]1C(NCC1)=O